C(C1=CC=CC=C1)=C1C2=CC=CC=C2N(C=2C=CC=CC12)C 9-Benzyliden-10-methylacridan